C(C)(C)(C)OC(=O)NCCC(C(=O)O)C1CCCCC1 4-((tert-butoxycarbonyl)amino)-2-cyclohexylbutanoic acid